chloro-10,10-diphenyl-10H-spiro[anthracene-9,9'-fluorene] ClC1=CC=CC=2C3=CC=CC=C3C3(C12)C1=CC=CC=C1C(C=1C=CC=CC13)(C1=CC=CC=C1)C1=CC=CC=C1